O1COC2=C1C=CC(=C2)C=2N=C(NC2C2=NC=CC=C2)C2=C(C(=O)N)C=CC=C2 [4-(1,3-benzodioxol-5-yl)-5-(2-pyridinyl)-1H-imidazol-2-yl]benzamide